5-methylaminomethyl-2-thiouridin CNCC=1C(NC(N([C@H]2[C@H](O)[C@H](O)[C@@H](CO)O2)C1)=S)=O